OCC1=CC=C(C=C1)N1C(NCCC1)=O 1-(4-(hydroxymethyl)phenyl)tetrahydropyrimidin-2(1H)-one